5-[(3aS,4S,6aR)-2-oxo-hexahydro-1H-thieno[3,4-d]imidazol-4-yl]pentanoic acid O=C1N[C@H]2[C@@H](N1)CS[C@H]2CCCCC(=O)O